2,2-dimethyl-1,3-benzoxathiol CC1(OC2=C(S1)C=CC=C2)C